C(C=C)(=O)NC=1C=C(C=CC1)C=1C=C(C(=C2C=NC=NC12)N)C1=CC=C(C(=O)NC2=NC=CC(=C2)C#N)C=C1 4-(8-(3-acrylamidophenyl)-5-aminoquinazolin-6-yl)-N-(4-cyanopyridin-2-yl)benzamide